alpha-Pyrone C1=CC(=O)OC=C1